5-(pyridin-3-yl)thiophene-2-carboxylic acid phenyl ester C1(=CC=CC=C1)OC(=O)C=1SC(=CC1)C=1C=NC=CC1